C(#N)C=1C(=C(C(=CC1C)C)N1C(=NN=C1C1=CC=CC=C1)C1=C(C=CC=C1)C)C 4-(3-cyano-2,4,6-trimethylphenyl)-3-(2-methylphenyl)-5-phenyl-4H-1,2,4-triazole